C(C1=CC=CC=C1)(=O)C1=CC=C(C=C1)NC(C1=CC=C(C=C1)C(C1=CC=CC=C1)=O)=O 4-benzoylbenzoic acid-4-benzoylphenyl amide